2-(2-Chloro-pyrimidin-4-yl)-3-(3,4-dichloro-phenyl)-thiazolo[3,2-a]pyrimidin-5-one ClC1=NC=CC(=N1)C1=C(N2C(=NC=CC2=O)S1)C1=CC(=C(C=C1)Cl)Cl